C(C)N(S(=O)(=O)C=1C=2C3=C(C(NC3=CC1)=O)C=CC2)CCCCCC N-ethyl-N-hexyl-2-oxo-1,2-dihydrobenzo[cd]indole-6-sulfonamide